3-Mercaptotriazole SN1N=NC=C1